[Cl-].C(CCC)[N+]1(CCCCC1)C 1-butyl-1-methylpiperidinium chloride salt